FC(S(=O)(=O)C1=CN(C=2CCC([C@H](C12)O)(F)F)C=1C=CC(=C(C#N)C1)F)F (S)-5-(3-((difluoromethyl)sulfonyl)-5,5-difluoro-4-hydroxyl-4,5,6,7-tetrahydro-1H-indol-1-yl)-2-fluorobenzonitrile